6'-chloro-2-methylspiro[cyclopropane-1,3'-pyrrolo[3,2-c]pyridin]-2'(1'H)-one ClC1=CC2=C(C=N1)C1(C(N2)=O)C(C1)C